COC(=O)[C@]1(N[C@H]([C@]([C@@H]1C1=CC=CC=C1)([N+](=O)[O-])C)C1=CC=C(C=C1)C)C (2S,3R,4S,5S)-5-(4-methylphenyl)-2,4-dimethyl-4-nitro-3-phenylpyrrolidine-2-carboxylic acid methyl ester